BrC=1C=C(C=CC1F)S(=O)(=O)NCC1CC1 3-bromo-N-(cyclopropylmethyl)-4-fluoro-benzenesulfonamide